5-(2-Chlorobenzyl)-3-dimethylaminomethyl-4-oxo-4,5,6,7-tetrahydropyrazolo[1,5-a]pyrazine-2-carboxylic acid (5-difluoromethyl-[1,3,4]thiadiazol-2-yl) amide FC(C1=NN=C(S1)NC(=O)C1=NN2C(C(N(CC2)CC2=C(C=CC=C2)Cl)=O)=C1CN(C)C)F